nitro-1-propyl-1H-pyrrolo[2,3-b]pyridine [N+](=O)([O-])C1=CC=2C(=NC=CC2)N1CCC